C(CC=C)B(O)O but-3-eneboronic acid